C(C1=CC=CC=C1)OC(=O)N[C@H]1COC2=CC(=CC=C2C1)C1(CCN(CC1)C(=O)OC(C)(C)C)O tert-butyl (R)-4-(3-(((benzyloxy)carbonyl)amino)chroman-7-yl)-4-hydroxypiperidine-1-carboxylate